N-(8-amino-2-(4-cyanophenyl)-6-fluoro-4-oxo-4H-chromen-7-yl)-2,2-difluoroacetamide NC=1C(=C(C=C2C(C=C(OC12)C1=CC=C(C=C1)C#N)=O)F)NC(C(F)F)=O